COC=1C=C(C=CC1)N1C=NC(=C1)[N+](=O)[O-] 1-(3-methoxyphenyl)-4-nitro-1H-imidazole